3-(pyridin-4-yl)-1H-pyrazol N1=CC=C(C=C1)C1=NNC=C1